C(C)OC(CCC(=O)C1=NC2=CC(=CC=C2C(=C1O)C#N)CC1=CC=CC=C1)=O 4-(7-Benzyl-4-cyano-3-hydroxy-quinolin-2-yl)-4-oxo-butyric acid ethyl ester